The molecule is a ginsenoside found in Panax notoginseng that is dammarane which is substituted by hydroxy groups at the 3beta, 12beta and 20 pro-S positions and in which the hydroxy group at position 20 has been converted to the corresponding alpha-L-arabinofuranosyl-beta-D-glucopyranoside. It has a role as a plant metabolite, a human xenobiotic metabolite and an antineoplastic agent. It is a beta-D-glucoside, a disaccharide derivative, a ginsenoside, a tetracyclic triterpenoid and a 3beta-hydroxy-4,4-dimethylsteroid. It derives from a (20S)-protopanaxadiol. It derives from a hydride of a dammarane. CC(=CCC[C@@](C)([C@H]1CC[C@@]2([C@@H]1[C@@H](C[C@H]3[C@]2(CC[C@@H]4[C@@]3(CC[C@@H](C4(C)C)O)C)C)O)C)O[C@H]5[C@@H]([C@H]([C@@H]([C@H](O5)CO[C@H]6[C@@H]([C@H]([C@@H](O6)CO)O)O)O)O)O)C